C(C1=CC=CC=C1)OC(=O)C=1SC2=C(C1)C=C(C=C2)[C@H](F)P(=O)(OCC)OCC |r| rac-5-[(diethoxyphosphoryl)(fluoro)methyl]-1-benzothiophene-2-carboxylic acid benzyl ester